C1(CC1)C1=C(C=CC=C1)[C@H]1N(CCC1)C1CC2(CN(C2)C2=C(C(=O)N)C=CC=C2)C1 6-((S)-2-(2-cyclopropylphenyl)pyrrolidin-1-yl)-2-azaspiro[3.3]heptan-2-yl-benzamide